5-Methoxy-3-Methyl-Pyrazolate COC1=CC(N=N1)(C(=O)[O-])C